4-[1-(1H-inden-4-yl)ethyl]-1H-imidazole C1C=CC2=C(C=CC=C12)C(C)C=1N=CNC1